(M)-1-(6-((1S,9S)-5-fluoro-10,10-dimethyl-6-(5-methyl-1H-indazol-4-yl)-3-azatricyclo[7.1.1.02,7]undeca-2,4,6-trien-4-yl)-2,6-diazaspiro[3.4]octan-2-yl)-2-propen-1-one FC1=C(N=C2[C@@H]3C([C@H](CC2=C1C1=C2C=NNC2=CC=C1C)C3)(C)C)N3CC1(CN(C1)C(C=C)=O)CC3